OC(CCC=CCC=CCCCCC(=O)O)CCCCC 13-hydroxyoctadeca-6,9-dienoic acid